O=C1NC(CCC1N1CC2=C(C=C(C=C2C1=O)CNC(OCC1CC2(C1)CCC2)=O)OC)=O spiro[3.3]heptan-2-ylmethyl ((2-(2,6-dioxopiperidin-3-yl)-7-methoxy-3-oxoisoindolin-5-yl)methyl)carbamate